Ethyl 4-amino-2-(4-(benzo[d]thiazol-2-yl)piperazin-1-yl)pyrimidine-5-carboxylate NC1=NC(=NC=C1C(=O)OCC)N1CCN(CC1)C=1SC2=C(N1)C=CC=C2